2-(4-(((4-(4-methoxyphenyl)-5-oxo-4,5-dihydro-1H-1,2,4-triazol-1-yl)methyl)thio)-2-methylphenoxy)acetic acid COC1=CC=C(C=C1)N1C=NN(C1=O)CSC1=CC(=C(OCC(=O)O)C=C1)C